1H-pyrrolo[3,4-c]pyridin-3(2H)-one citrate C(CC(O)(C(=O)O)CC(=O)O)(=O)O.C1NC(C=2C=NC=CC21)=O